(S)-4-bromo-N-methyl-N-((tetrahydrofuran-3-yl)methyl)benzamide BrC1=CC=C(C(=O)N(C[C@H]2COCC2)C)C=C1